3-isopropyl-2-(2-methylpyridin-4-yl)-5-(4-(piperidin-4-yloxy)cyclohexyl)-1H-indole C(C)(C)C1=C(NC2=CC=C(C=C12)C1CCC(CC1)OC1CCNCC1)C1=CC(=NC=C1)C